FC1=CC(=CC=2C(=NOC21)N2C(SC=C2C)=O)C=O 7-fluoro-3-((R)-4-methyl-2-oxothiazolin-3-yl)benzo[d]isoxazole-5-carbaldehyde